CC1(OB(OC1(C)C)C1=NN2C(C(CCC2)=O)=C1)C 2-(4,4,5,5-tetramethyl-1,3,2-dioxaborolan-2-yl)-6,7-dihydropyrazolo[1,5-a]pyridin-4(5H)-one